CC1=C(C(=C(C=C1C)C)C)F 2,3,5,6-tetramethyl-fluorobenzene